3,6-dibromo-2-cyanopyridine BrC=1C(=NC(=CC1)Br)C#N